C1(C=CCC1)CC(=O)C 1-(2-Cyclopenten-1-yl)acetone